ClC1=CC(=C2C(=N1)C1(OCC2)COCC1)OCC1CCOCC1 2'-chloro-4'-((tetrahydro-2H-pyran-4-yl)methoxy)-4,5,5',6'-tetrahydro-2H-spiro[furan-3,8'-pyrano[3,4-b]pyridine]